2-((2-(aminomethyl)-5-ethynylpyridin-3-yl)oxy)ethanol NCC1=NC=C(C=C1OCCO)C#C